1-((1,1'-biphenyl)-4-yl)-2-((5-((2,4-dichlorophenoxy)methyl)-1,3,4-oxadiazol-2-yl)thio)ethane C1(=CC=C(C=C1)CCSC=1OC(=NN1)COC1=C(C=C(C=C1)Cl)Cl)C1=CC=CC=C1